10-[(4-Methoxyphenyl)amino]-11-methylspiro[7H-benzo[c]xanthene-7,1'(3'H)-isobenzofuran]-3'-one COC1=CC=C(C=C1)NC1=C(C=2OC=3C4=C(C=CC3C3(OC(C5=CC=CC=C35)=O)C2C=C1)C=CC=C4)C